C(C)(C)NC1=C(C=NC2=CC=C(C=C12)C=1C=NNC1)C=1N=NN(C1)CCCO 3-(4-(4-(isopropylamino)-6-(1H-pyrazol-4-yl)quinolin-3-yl)-1H-1,2,3-triazol-1-yl)propan-1-ol